C[C@H]1N(C[C@@H](N(C1)C=1C=2C(N(C(C1)=O)C)=CN(N2)C2OCCCC2)CC#N)C(C)C=2C=C1N=CC=NC1=CC2 2-((2s,5r)-5-methyl-1-(4-methyl-5-oxo-2-(tetrahydro-2H-pyran-2-yl)-4,5-dihydro-2H-pyrazolo[4,3-b]pyridin-7-yl)-4-(1-(quinoxalin-6-yl)ethyl)piperazin-2-yl)acetonitrile